FC1C(N(C(C2=CC=CC=C12)=O)CCOCCOCC(=O)N(C1=CC=C(C2=NON=C21)[N+](=O)[O-])C2=CC=C(C=C2C2=CC=C(C=C2)C)C(=O)OC)=O Methyl 6-(2-(2-(2-(4-fluoro-1,3-dioxoisoquinolin-2-yl)ethoxy)ethoxy)-N-(7-nitrobenzo[c][1,2,5]oxadiazol-4-yl)acetamido)-4'-methyl-[1,1'-biphenyl]-3-carboxylate